6-chloro-1-(4-cyclopropyl-6-methyl-5-pyrimidinyl)-7-(2-fluorophenyl)-4-((2S)-2-methyl-4-(2-propenoyl)-1-piperazinyl)pyrido[2,3-d]pyrimidin-2(1H)-one ClC1=CC2=C(N(C(N=C2N2[C@H](CN(CC2)C(C=C)=O)C)=O)C=2C(=NC=NC2C)C2CC2)N=C1C1=C(C=CC=C1)F